6-aminospiro[benzo[e][1,3]oxazine-2,1'-Cyclopentane]-4(3H)-one NC=1C=CC2=C(C(NC3(CCCC3)O2)=O)C1